(R)-3-(azetidin-1-yl)-N-(1-(2,5-difluorophenyl)-2,2-difluoroethyl)propionamide N1(CCC1)CCC(=O)N[C@@H](C(F)F)C1=C(C=CC(=C1)F)F